S(=O)(=O)(O)O.OCP (hydroxymethyl)phosphine sulfate